bipyridine ruthenium phenylboronate C1(=CC=CC=C1)B([O-])[O-].[Ru+3].N1=C(C=CC=C1)C1=NC=CC=C1.C1(=CC=CC=C1)B([O-])[O-].C1(=CC=CC=C1)B([O-])[O-].[Ru+3]